N(=C=O)C1(CCC(CC1)(N=C=O)N=C=O)N=C=O 1,4-diisocyanato(diisocyanato)cyclohexane